6-(Cyclopropanecarboxamido)-4-((5-(1-hydroxyethyl)-4-methoxypyrazolo[1,5-a]pyridin-3-yl)amino)-N-(methyl-d3)nicotinamide C1(CC1)C(=O)NC1=NC=C(C(=O)NC([2H])([2H])[2H])C(=C1)NC=1C=NN2C1C(=C(C=C2)C(C)O)OC